C(C)(C)C1=C(NC2=CC=C(C=C12)C1CCC(CC1)NC(C)=O)C=1C=C(C=2N(C1)N=CN2)OC N-(4-(3-Isopropyl-2-(8-methoxy-[1,2,4]triazolo[1,5-a]pyridin-6-yl)-1H-indol-5-yl)cyclohexyl)acetamid